3-((2-(2-(benzyloxy)ethoxy)ethoxy)methyl)-N-(3-(dimethylamino)benzyl)-N-(3-methoxybenzyl)aniline C(C1=CC=CC=C1)OCCOCCOCC=1C=C(N(CC2=CC(=CC=C2)OC)CC2=CC(=CC=C2)N(C)C)C=CC1